tert-butyl 4-(2-(4-(3-(5-(1H-tetrazol-5-yl)benzo[c]isoxazol-3-yl)phenoxy)piperidin-1-yl)ethoxy)piperidine-1-carboxylate N1N=NN=C1C1=CC=2C(=NOC2C=2C=C(OC3CCN(CC3)CCOC3CCN(CC3)C(=O)OC(C)(C)C)C=CC2)C=C1